FC(C12CC(C1)(C2)C(=O)NC=2C=CC(=NC2)C=2N=NN(C2NC(O[C@H](C)C=2C(=NC=CC2)Cl)=O)C)F (R)-1-(2-chloropyridin-3-yl)ethyl (4-(5-(3-(difluoromethyl)bicyclo[1.1.1]pentane-1-carboxamido)pyridin-2-yl)-1-methyl-1H-1,2,3-triazol-5-yl)carbamate